(R)-N-(1-(3-(difluoromethyl)-2-fluorophenyl)ethyl)-2-methyl-6-(pyridin-2-yl)pyrido[2,3-d]pyrimidin-4-amine FC(C=1C(=C(C=CC1)[C@@H](C)NC=1C2=C(N=C(N1)C)N=CC(=C2)C2=NC=CC=C2)F)F